benzo[f]azulen C1=CC=C2C=C3C(=CC=C12)C=CC=C3